C(C)S(=O)(=O)N1[C@H](C[C@@H](CC1)CC1=CC=2N(C=C1)N=CC2N2C(NC(C=C2)=O)=O)C 1-(5-(((2S,4R)-1-(ethylsulfonyl)-2-methylpiperidin-4-yl)methyl)pyrazolo[1,5-a]pyridin-3-yl)pyrimidine-2,4(1H,3H)-dione